O=C1CC(C1)C1=CC=C(C=C1)[C@H]1C(NC(CC1)=O)=O (3S)-3-[4-(3-oxocyclobutyl)phenyl]piperidine-2,6-dione